C1(CC1)C1=NC2=CC=CC=C2C=C1 2-cyclopropylquinolin